COC1=C(C=C2CN(C(C2=C1)=O)C1C(NC(CC1)=O)=O)C 3-(6-methoxy-5-methyl-1-oxoisoindolin-2-yl)piperidine-2,6-dione